NC1CN(CCC1)C1=C2C(=NC=C1)N(C(=N2)C2=CC(=C(C#N)C=C2)F)C2=CC=C(C=C2)F 4-(7-(3-Aminopiperidin-1-yl)-3-(4-fluoro-phenyl)-3H-imidazo[4,5-b]pyridin-2-yl)-2-fluorobenzonitrile